C(C1=CC=CC=C1)OC(=O)N[C@H](C(=O)OC(C)(C)C)[C@H](CCCB1OC(C(O1)(C)C)(C)C)CN1CCOCC1 (2S,3R)-tert-butyl 2-(benzyloxycarbonylamino)-3-(morpholinomethyl)-6-(4,4,5,5-tetramethyl-1,3,2-dioxaborolan-2-yl)hexanoate